3-(2-chloro-4-nitro-phenyl)-1-(3-chloro-phenyl)urea ClC1=C(C=CC(=C1)[N+](=O)[O-])NC(NC1=CC(=CC=C1)Cl)=O